Tert-butyl (2-chloroacetyl)carbamate ClCC(=O)NC(OC(C)(C)C)=O